7-bromo-4-((1S,4S)-5-(tert-butoxycarbonyl)-2,5-diazabicyclo[2.2.1]heptan-2-yl)-6-cyclopropyl-8-fluoroquinazoline-2-carboxylic acid BrC1=C(C=C2C(=NC(=NC2=C1F)C(=O)O)N1[C@@H]2CN([C@H](C1)C2)C(=O)OC(C)(C)C)C2CC2